4-fluoro-3,4-dihydro-2H-benzo[b][1,4]oxathiepine-7-carboxamide 5,5-dioxide FC1S(C2=C(OCC1)C=CC(=C2)C(=O)N)(=O)=O